N-(4-{[6-(5-chloro-2-fluoro-phenyl)-3-[(3-hydroxycyclobutyl)methoxy]pyridazin-4-yl]amino}pyridin-2-yl)-2-(4-methyl-1,4-diazepan-1-yl)-acetamide ClC=1C=CC(=C(C1)C1=CC(=C(N=N1)OCC1CC(C1)O)NC1=CC(=NC=C1)NC(CN1CCN(CCC1)C)=O)F